N1=C2N(C(=C1)C=O)CCC2 6,7-dihydro-5H-pyrrolo[1,2-a]imidazole-3-carbaldehyde